7-[4-[4-(2,3-dichlorophenyl)-1-piperazinyl]butoxy]-2(1H)-quinolone ClC1=C(C=CC=C1Cl)N1CCN(CC1)CCCCOC1=CC=C2C=CC(NC2=C1)=O